tert-butyl N-(1-oxo-1,4-thiazinan-1-yl)carbamate O=S1(CCNCC1)NC(OC(C)(C)C)=O